OCCN(CCCCCCCC(=O)OC(CCCCCCCC)CCCCCCCC)CCCCCCCC\C=C/C\C=C/CCCCC Heptadecan-9-yl 8-((2-hydroxyethyl)((9Z,12Z)-octadeca-9,12-dien-1-yl)amino)octanoate